(3S,8S,9S,10R,13S,14S,17S)-17-((S)-1-((2-(hydroxymethyl)pyridin-3-yl)oxy)ethyl)-10,13-dimethyl-2,3,4,7,8,9,10,11,12,13,14,15,16,17-tetradecahydro-1H-cyclopenta[a]phenanthren-3-ol OCC1=NC=CC=C1O[C@@H](C)[C@H]1CC[C@H]2[C@@H]3CC=C4C[C@H](CC[C@@]4([C@H]3CC[C@]12C)C)O